OC1=C(C=C(C=C1[N+](=O)[O-])C)C(=O)C1=CC=C(C=C1)[N+](=O)[O-] (2-hydroxy-5-methyl-3-nitrophenyl)(4-nitrophenyl)methanone